CNC=1C=C(C=CC1)OC(N(C)C)=O N,N-dimethyl-carbamic acid m-methylaminophenyl ester